ethyl 2-((5-amino-1,3,4-thiadiazol-2-yl)oxy)acetate NC1=NN=C(S1)OCC(=O)OCC